O1CCC(CC1)NC(OCC=1C=C2C(=CC(=NC2=CC1)C)Cl)=O (4-chloro-2-methylquinolin-6-yl)methyl (tetrahydro-2H-pyran-4-yl)carbamate